2-((((3-(difluoro(pyridin-2-ylsulfonyl)methyl)-3-hydroxycyclobutyl)methyl)amino)methyl)-1H-indole-6-carbonitrile FC(C1(CC(C1)CNCC=1NC2=CC(=CC=C2C1)C#N)O)(S(=O)(=O)C1=NC=CC=C1)F